N(=[N+]=[N-])[C@@H]1[C@H]([C@@H]([C@H](O[C@@H]1O[C@H]1[C@@H]([C@H]([C@@H](C[C@@H]1N=[N+]=[N-])N=[N+]=[N-])OCC1=CC=CC=C1)OCC1=CC=CC=C1)CO)OCC1=CC=CC=C1)OCC1=CC=CC=C1 ((2R,3S,4R,5R,6S)-5-azido-3,4-bis(benzyloxy)-6-(((1R,2R,3S,4R,6S)-4,6-diazido-2,3-bis(benzyloxy)cyclohexyl)oxy)tetrahydro-2H-pyran-2-yl)methanol